FC1=C(C=CC(=C1F)OC)C1=CN=C2N1C=CN=C2NC2=CC(=C(C(=O)NC1CNCCC1)C=C2)C 4-[[3-(2,3-difluoro-4-methoxy-phenyl)imidazo[1,2-a]pyrazin-8-yl]amino]-2-methyl-N-(3-piperidyl)benzamide